4-[(3S)-isoxazolidin-3-yl]thiophene-2-carbonitrile O1N[C@@H](CC1)C=1C=C(SC1)C#N